ClC1=CC(=C(C=2NC3=CC=C(C=C3C12)F)OCCN(C)C)[N+](=O)[O-] 2-(4-chloro-6-fluoro-2-nitro-9H-carbazol-1-yloxy)-N,N-dimethylethylamine